CC(=C)C1=CC(=C(C(=C1)C)C)C alpha-methyl-3,4,5-trimethyl-styrene